C(CCCCC(=O)OCC(CCCC)CC)(=O)OCC1=CC=CC=C1 benzyl (2-ethylhexyl) adipate